N1(CCCC1)C=1C=C(C=CC1C(F)(F)F)N1N=NC=C1 1-(3-(pyrrolidin-1-yl)-4-(trifluoromethyl)phenyl)-1H-1,2,3-triazole